1-(2-(m-tolyl)-5-(4-(trifluoromethyl)phenyl)oxazol-4-yl)-4-(1H-1,2,4-triazol-1-yl)pyrimidin-2(1H)-one C1(=CC(=CC=C1)C=1OC(=C(N1)N1C(N=C(C=C1)N1N=CN=C1)=O)C1=CC=C(C=C1)C(F)(F)F)C